C(CCC#C)ON1C(C2=CC=CC=C2C1=O)=O 2-(pent-4-yn-1-yloxy)isoindoline-1,3-dione